Fluoronaphthalene-2-ol FC1=C(C=CC2=CC=CC=C12)O